1-(5,5-dimethylcyclohexen-1-yl)pent-4-en-1-one CC1(CCC=C(C1)C(CCC=C)=O)C